C(CCC)N1C(N(C(C(C1=O)=C(N)N)=O)C1C(CC12CCCCC2)C(=O)NC)=O (3-Butyl-5-(diaminomethylene)-2,4,6-trioxotetrahydropyrimidin-1(2H)-yl)-N-methylspiro[3.5]nonane-2-carboxamide